CC1CCC(=O)C(C(=O)OC[C@]23[C@@H]([C@@H]([C@@H]4[C@H]([C@]25[C@@]([C@H]([C@@H]([C@@H]3OC(=O)C)OC(=O)C)OC(=O)C(C(C6=C(C=NC=C6)C(=O)OC[C@@]4(O5)C)C)(C)O)(C)O)OC(=O)C)OC1=O)OC(=O)C)CC(=O)OC The molecule is a sesquiterpene alkaloid with anti-HIV activity isolated from Tripterygium hypoglaucum. It has a role as an anti-HIV agent and a plant metabolite. It is a terpene lactone, an acetate ester, a macrocyclic lactone, a member of pyridines, a sesquiterpene alkaloid and a methyl ester.